C(C)(C)(C)OC(=O)N1CC(C1)NC(C1=CN=CC=C1NC1=C(C=C(C=C1)I)F)=O 3-(4-((2-fluoro-4-iodophenyl)amino)nicotinamido)azetidine-1-carboxylic acid tert-butyl ester